F[C@H]1C[C@@H](N(C1)C=1C=CC=2N(N1)C(=CN2)C2=NC=CC(=C2)CCO)C=2C(=NC=C(C2)F)OC 2-(2-(6-((2R,4S)-4-fluoro-2-(5-fluoro-2-methoxypyridin-3-yl)pyrrolidin-1-yl)imidazo[1,2-b]pyridazin-3-yl)pyridin-4-yl)ethan-1-ol